5-{7-[(3,5-dimethyl-1H-pyrazol-4-yl)methoxy]-1-fluoro-3-hydroxynaphthalen-2-yl}-1λ6,2,5-thiadiazolidine-1,1,3-trione CC1=NNC(=C1COC1=CC=C2C=C(C(=C(C2=C1)F)N1CC(NS1(=O)=O)=O)O)C